O1CC[C@@H](C2=CC=CC=C12)NC(=O)C1=CC2=C(N=C(S2)C=2CN(CCC2)C(=O)OC(C)(C)C)C=C1 tert-butyl 3-(6-((S)-chroman-4-ylcarbamoyl)benzo[d]thiazol-2-yl)-5,6-dihydropyridine-1(2H)-carboxylate